C(C=C)(=O)OCCC[Si](OCC)(OCC)OCC (3-acryloxypropyl)triethoxysilane